(3S)-8-Methyl-4-methylidene-3-(4-methylphenyl)-2,3-dihydrochromen-7-ol CC=1C(=CC=C2C([C@@H](COC12)C1=CC=C(C=C1)C)=C)O